(R)-N'-((1,2,3,5,6,7-hexahydrodicyclopenta[b,e]pyridin-8-yl)carbamoyl)-6-(2-hydroxypropan-2-yl)-2-methylpyridine-3-sulfonimidamide C1CCC2=NC3=C(C(=C21)NC(=O)N=[S@](=O)(N)C=2C(=NC(=CC2)C(C)(C)O)C)CCC3